C1(CCCC1)N1C(C=CC2=C1N=C(N=N2)NC2=C(C=C(C=C2)N2CCN(CC2)C)OC)=O 5-Cyclopentyl-3-((2-methoxy-4-(4-methylpiperazin-1-yl)phenyl)amino)pyrido[2,3-e][1,2,4]triazin-6(5H)-one